C1(CC1)[C@H](C1=CC=2N(N=C1)C=C(N2)[C@@H](NC(=O)C=2C(=NOC2)CCF)C2CCC(CC2)(F)F)NC(CCC(F)(F)F)=O N-[(S)-[7-[(R)-Cyclopropyl-(4,4,4-trifluorobutanoylamino)methyl]imidazo[1,2-b]pyridazin-2-yl]-(4,4-difluorocyclohexyl)methyl]-3-(2-fluoroethyl)isoxazole-4-carboxamide